OC1(C(N(C2=CC=CC=C12)CC1=CC=C(C=C1)C1=CC=NC=C1)=O)C1=CC=C(C=C1)S(=O)(=O)N 4-[3-hydroxy-2-oxo-1-[[4-(4-pyridyl)phenyl]methyl]indolin-3-yl]benzenesulfonamide